OCC=1C=CC(=C(C(=O)NC2(CC2)C2=CC=CC3=CC=CC=C23)C1)C 5-(hydroxymethyl)-2-methyl-N-(1-(naphthalen-1-yl)cyclopropyl)benzamide